tert-butyl (3-bromo-(S)-2-((tert-butyldimethylsilyl)oxy)propyl)carbamate BrC[C@H](CNC(OC(C)(C)C)=O)O[Si](C)(C)C(C)(C)C